ClC1=C(C=CC=C1)CC(=O)NC1=CC(=NC=C1)N(C(C)=O)C1=CC(=CC=C1)OC N-{4-[2-(2-chlorophenyl)acetylamino]pyridin-2-yl}-N-(3-methoxyphenyl)acetamide